(3R,4R)-tert-butyl 3-amino-4-hydroxy-pyrrolidine-1-carboxylate N[C@@H]1CN(C[C@H]1O)C(=O)OC(C)(C)C